C(C)(=O)SCC1=NC=CN=C1 S-(pyrazin-2-ylmethyl) thioacetate